(R)-3-(2-(3,3-difluoroazetidin-1-yl)-6-vinylpyridin-4-yl)-10-methyl-9,10,11,12-tetrahydro-8H-[1,4]diazepino[5',6':4,5]thieno[3,2-f]quinolin FC1(CN(C1)C1=NC(=CC(=C1)C1=NC=2C=CC3=C(C2C=C1)C1=C(S3)CN[C@@H](CN1)C)C=C)F